N-2-ethyl-(3-methylphenyl)aminoethylacetamide ethyl-4-cyano-6,6-dimethyl-2-oxotetrahydro-2H-pyran-3-carboxylate C(C)OC(=O)C1C(OC(CC1C#N)(C)C)=O.CCNC(CCCNC1=CC(=CC=C1)C)=O